FC=1C=NC2=CC=C(N=C2C1CC[C@]1(CO[C@H]2[C@@H]1OC[C@@H]2NCC=2C=CC=1OCC(NC1N2)=O)O)OC 6-((((3S,3aR,6R,6aS)-6-(2-(3-fluoro-6-methoxy-1,5-naphthyridin-4-yl)ethyl)-6-hydroxyhexahydrofuro[3,2-b]furan-3-yl)amino)methyl)-2H-pyrido[3,2-b][1,4]oxazin-3(4H)-one